FC(C=1C=2N(C=CC1)N=C(C2)C2N(CCC1=C2N=CN1)C(=O)C=1N=C(OC1)C=1C=NN(C1)C)F 4-[4-(difluoromethyl)pyrazolo[1,5-a]pyridin-2-yl]-1H,4H,5H,6H,7H-imidazo[4,5-c]pyridine-5-carbonyl-2-(1-methyl-1H-pyrazol-4-yl)-1,3-oxazole